[Pd].[Pd].COC1=CC=C(C=CC(=O)C=CC2=CC=C(C=C2)OC)C=C1.COC1=CC=C(C=CC(=O)C=CC2=CC=C(C=C2)OC)C=C1.COC1=CC=C(C=CC(=O)C=CC2=CC=C(C=C2)OC)C=C1 tris(bis(4-methoxybenzylidene)acetone) dipalladium